FC(CN1N=CC=2C1=NC(=CN2)N2CCC1(CCC(C1)OC1=CC(=NC=C1)C(F)(F)F)CC2)F 8-(1-(2,2-difluoroethyl)-1H-pyrazolo[3,4-b]pyrazin-6-yl)-2-((2-(trifluoromethyl)pyridin-4-yl)oxy)-8-azaspiro[4.5]decane